N-[(3S)-5-methyl-4-oxo-2,3-dihydro-1,5-benzoxazepin-3-yl]spiro[5,6-dihydropyrrolo[1,2-b][1,2,4]triazole-7,4'-tetrahydropyran]-2-carboxamide CN1C([C@H](COC2=C1C=CC=C2)NC(=O)C=2N=C1N(N2)CCC12CCOCC2)=O